(S)-N-(4-(3-bromo-2-methylpropyloxy)phenyl)-N-methylmethanesulfonamide BrC[C@H](COC1=CC=C(C=C1)N(S(=O)(=O)C)C)C